ClC(C1=NC(=NO1)C1=CC=2N(C=C1)C(=C(N2)C)N=S(=O)(C)C2=CC=C(C=C2)F)(F)F ((7-(5-(chlorodifluoromethyl)-1,2,4-oxadiazol-3-yl)-2-methylimidazo[1,2-a]pyridin-3-yl)imino)(4-fluorophenyl)(methyl)-λ6-sulfanone